C(CNCCO)NCCO 2,2'-(ethane-1,2-diylbis(azanediyl))bis(ethan-1-ol)